C(C1=CC=CC=C1)O[C@@H]1CO[C@H]2[C@@H]1OC[C@H]2OC(CC)O (((3R,3aR,6R,6aR)-6-(benzyloxy)hexahydrofuro[3,2-b]furan-3-yl)oxy)propan-1-ol